[NH4+].C(C=C)(=O)OCCCC1=C(C(C)(C)C)C=CC(=C1)S(=O)(=O)O acryloyloxypropyl-trimethyl-toluene-4-sulfonic acid ammonium